COC=1C=C(C2=C(C=CC=C2C1)C#C[Si](C(C)C)(C(C)C)C(C)C)O 3-methoxy-8-((triisopropylsilyl)ethynyl)naphthalen-1-ol